O-TBDPS-3-hydroxy-2,2-dimethylpropanoic acid [Si](C1=CC=CC=C1)(C1=CC=CC=C1)(C(C)(C)C)OC(C(CO)(C)C)=O